COC(=O)CCC(=O)C1=C(C(=C)OC1=O)O The molecule is a butenolide that is the methyl ester of 4-(4-hydroxy-5-methylidene-2-oxo-2,5-dihydrofuran-3-yl)-4-oxobutanoic acid It has a role as an Aspergillus metabolite. It is a butenolide, a methyl ester, an enol, an enone, an olefinic compound and a polyketide.